C(C1=CC=C(C=C1)OC)(=O)OCC1=CC=CC=C1 benzyl para-anisate